NCC(=O)NC1=C(C2=C(S1)CC(C2)C(=O)OC)C(C2=C(C=CC=C2)C(F)(F)F)=O methyl 2-(2-aminoacetamido)-3-[2-(trifluoromethyl)benzoyl]-4H,5H,6H-cyclopenta[b]thiophene-5-carboxylate